N-((1,2,3,5,6,7-hexahydro-s-indacen-4-yl)carbamoyl)-4-(hydroxymethyl)furan-2-sulfonamide C1CCC2=C(C=3CCCC3C=C12)NC(=O)NS(=O)(=O)C=1OC=C(C1)CO